C(C)SC1=NN2C(N=CC=C2)=C1C1=NC2=C(N1C)C=CC(=C2)C(F)(F)F 2-(ethylsulfanyl)-3-(1-methyl-5-(trifluoromethyl)-1H-benzo[d]imidazol-2-yl)pyrazolo[1,5-a]pyrimidine